ClC=1C=C(C=C2CCCC(C12)=O)OC 8-chloro-6-methoxy-3,4-dihydronaphthalen-1(2H)-one